Cl.N1=CC(=CC=C1)C1=NC(=CC(=N1)NC1=NC=CC(=C1)OC(F)(F)F)N1CC2(CC1)CNCCC2 2-(pyridin-3-yl)-6-(2,7-diazaspiro[4.5]decan-2-yl)-N-(4-(trifluoromethoxy)pyridin-2-yl)pyrimidin-4-amine hydrochloride